(3S)-3-(((6-(4-hydroxyphenyl)-1-(tetrahydro-2H-pyran-2-yl)-1H-indazol-4-yl)oxy)methyl)pyrrolidine-1-carboxylic acid tert-butyl ester C(C)(C)(C)OC(=O)N1C[C@H](CC1)COC1=C2C=NN(C2=CC(=C1)C1=CC=C(C=C1)O)C1OCCCC1